C1(CC1)CN1C=2C3=CN=C(C(O[C@@H](C4=CC(=CC=C4C=4N=CC=CC4CC2C(=N1)C)F)C)=C3)N (20R)-3-(cyclopropylmethyl)-17-fluoro-5,20-dimethyl-21-oxa-3,4,12,24-tetraazapentacyclo[20.3.1.02,6.08,13.014,19]hexacosa-1(25),2(6),4,8(13),9,11,14,16,18,22(26),23-undecaen-23-amine